OC(C(C)NC=1N=NC(=C2C1C=NC=C2)C2=C(C=C(C=C2)C(F)(F)F)O)(C)C 2-(4-((3-hydroxy-3-methylbutan-2-yl)amino)pyrido[3,4-d]pyridazin-1-yl)-5-(trifluoromethyl)phenol